Ethyl 2-(3-amino-4-(2-chloro-5-fluorophenoxy)-5-(3-fluoro-5-(trifluoromethyl)benzamido)-1-(tetrahydro-2H-pyran-2-yl)-1H-indazol-7-yl)cyclohex-1-ene-1-carboxylate NC1=NN(C2=C(C=C(C(=C12)OC1=C(C=CC(=C1)F)Cl)NC(C1=CC(=CC(=C1)C(F)(F)F)F)=O)C1=C(CCCC1)C(=O)OCC)C1OCCCC1